N-(1-benzylpiperidin-4-yl)-4-(2-(6-chloropyridazin-3-yl)hydrazino)-4-oxobutanamide C(C1=CC=CC=C1)N1CCC(CC1)NC(CCC(=O)NNC=1N=NC(=CC1)Cl)=O